2-((3-(3-(2,3-dichlorophenyl)-1-(tetrahydro-2H-pyran-2-yl)-1H-pyrazolo[3,4-b]pyrazin-6-yl)-3-azabicyclo[4.1.0]heptan-7-yl)methyl)isoindoline-1,3-dione ClC1=C(C=CC=C1Cl)C1=NN(C2=NC(=CN=C21)N2CC1C(C1CC2)CN2C(C1=CC=CC=C1C2=O)=O)C2OCCCC2